[Cl-].OCCC[NH2+]CCCOCCCCCCCCCCCCCCCC N-hydroxypropyl-hexadecanoxypropyl-ammonium chloride